(+)-2-((1R,2S,3S,6R,8R)-2-(nitromethyl)tricyclo[4.2.1.03,8]Nonan-2-yl)acetic acid tert-butyl ester C(C)(C)(C)OC(C[C@]1([C@H]2[C@@H]3C[C@@H](CC[C@H]13)C2)C[N+](=O)[O-])=O